NC1=C(C=C(C=C1F)C1=CC2=C(N=C(N=C2)NC2CCC(CC2)N(C)CCOC)N(C1=O)C(C)C)F 6-(4-Amino-3,5-difluorophenyl)-8-isopropyl-2-(((1r,4r)-4-((2-methoxyethyl)(methyl)amino)cyclohexyl)amino)pyrido[2,3-d]pyrimidin-7(8H)-one